2-chloro-6-(2,2,2-trifluoro-1-(pyridin-3-yl)ethoxy)pyrazine ClC1=NC(=CN=C1)OC(C(F)(F)F)C=1C=NC=CC1